C1(CC1)[C@@H]1OCC2=CC(=CC=C2[C@@H]1C1=CC=C(C=C1)N1CCC(CC1)C(OC)OC)O (3S,4S)-3-cyclopropyl-4-(4-(4-(dimethoxymethyl)piperidin-1-yl)phenyl)isochroman-7-ol